bis-(4-(2-(4-hydroxyphenyl) propan-2-yl) phenyl) 3,3'-thiodipropionate S(CCC(=O)OC1=CC=C(C=C1)C(C)(C)C1=CC=C(C=C1)O)CCC(=O)OC1=CC=C(C=C1)C(C)(C)C1=CC=C(C=C1)O